C(C)N1C(C2=CC=C(C=C2CC1)OC)=O 2-ethyl-6-methoxy-3,4-dihydroisoquinolin-1(2H)-one